2-[5-(tert-butoxycarbonylamino)pentanoylamino]-5-oxo-pentanoate C(C)(C)(C)OC(=O)NCCCCC(=O)NC(C(=O)[O-])CCC=O